C(#N)C1=CC2=C(S1)C=C(C(=C2)C2=NNC=C2NC(=O)C=2C=NN1C2N=CC=C1)OC N-(3-(2-cyano-6-methoxybenzo[b]thiophen-5-yl)-1H-pyrazol-4-yl)pyrazolo[1,5-a]pyrimidine-3-carboxamide